COC=1C=C(C=CC1OC)C=1NC2=CC=C(C=C2C1C(C)C)N1C(CCCC1)C1=CC=NC=C1 2-(3,4-dimethoxyphenyl)-3-isopropyl-5-(2-(pyridin-4-yl)piperidin-1-yl)-1H-indole